2-(4-((6-((4-cyano-2-fluorophenoxy)methyl)pyridine-2-yl)oxy)benzyl)-1-((1-ethyl-1H-imidazol-5-yl)methyl)-1H-benzo[d]imidazole-6-carboxylic acid C(#N)C1=CC(=C(OCC2=CC=CC(=N2)OC2=CC=C(CC3=NC4=C(N3CC3=CN=CN3CC)C=C(C=C4)C(=O)O)C=C2)C=C1)F